C(C1=CC=CC=C1)(=O)NCCNC(C1=CC=CC=C1)=O N,N'-dibenzoyl-1,2-ethylenediamine